[2,4-difluoro-3-[5-(6-piperazin-1-yl-3-pyridyl)-1H-pyrrolo[2,3-b]pyridine-3-carbonyl]phenyl]propane-2-sulfonamide FC1=C(C=CC(=C1C(=O)C1=CNC2=NC=C(C=C21)C=2C=NC(=CC2)N2CCNCC2)F)CC(C)S(=O)(=O)N